2-(2,2-di((9Z,12Z)-octadeca-9,12-dien-1-yl)-1,3-dioxolan-4-yl)-N,N-dimethylethanamine C(CCCCCCC\C=C/C\C=C/CCCCC)C1(OCC(O1)CCN(C)C)CCCCCCCC\C=C/C\C=C/CCCCC